2-(2-chloropyridin-3-yl)-1-(2,6-difluorophenyl)ethan-1-one potassium fluoromanganate [Mn](=O)(=O)([O-])F.[K+].ClC1=NC=CC=C1CC(=O)C1=C(C=CC=C1F)F